S1C=C(C=C1)C(=O)NC=1C=C2C(=CNC2=CC1)C=1CCN(CC1)C(C)CCC 5-(3-thienoyl)amino-3-(1-(2-pentyl)-1,2,3,6-tetrahydropyridin-4-yl)-1H-indole